CNC(=O)C=1C=NC2=CC=CN=C2C1 N-methyl-1,5-naphthyridine-3-carboxamide